methyl 4-[4-(tert-butoxycarbonylamino) thiazol-2-yl]-2-fluoro-benzoate C(C)(C)(C)OC(=O)NC=1N=C(SC1)C1=CC(=C(C(=O)OC)C=C1)F